3-(3-Phenylpropyl)-5-[(2S,4S)-1-isobutylsulfonyl-4-phenylpyrrolidin-2-yl]-1,2,4-oxadiazole C1(=CC=CC=C1)CCCC1=NOC(=N1)[C@H]1N(C[C@@H](C1)C1=CC=CC=C1)S(=O)(=O)CC(C)C